rac-(4aS,8aS)-6-[4-(2-methylallyl)piperidine-1-carbonyl]-4,4a,5,7,8,8a-hexahydropyrido[4,3-b][1,4]oxazin-3-one CC(CC1CCN(CC1)C(=O)N1C[C@H]2[C@@H](OCC(N2)=O)CC1)=C |r|